N,N-bis(3-methoxybenzyl)-4-((2-(2-(3-methoxybenzyloxy)ethoxy)ethoxy)methyl)aniline COC=1C=C(CN(C2=CC=C(C=C2)COCCOCCOCC2=CC(=CC=C2)OC)CC2=CC(=CC=C2)OC)C=CC1